titanium (IV) diethyl tartrate C(=O)(OCC)C(O)C(O)C(=O)OCC.[Ti+4]